4-(2-carbonyl-4-methyl-benzofuran-5-yl)-piperazine-1-carboxylic acid tert-butyl ester C(C)(C)(C)OC(=O)N1CCN(CC1)C=1C=CC2=C(CC(O2)=C=O)C1C